6-methoxypyridine-2-carbaldehyde COC1=CC=CC(=N1)C=O